1-(4-(benzo[d][1,3]dioxol-5-yl)-3-(2H-tetrazol-5-yl)phenyl)-3-((trans)-4-methylcyclohexyl)urea O1COC2=C1C=CC(=C2)C2=C(C=C(C=C2)NC(=O)N[C@@H]2CC[C@H](CC2)C)C=2N=NNN2